tert-butyl (S)-4-(5-((6-(3,5-dichlorophenyl)-4-(((methylsulfonyl) oxy) methyl) pyridin-2-yl) oxy) pyrimidin-2-yl)-2-methylpiperazine-1-carboxylate ClC=1C=C(C=C(C1)Cl)C1=CC(=CC(=N1)OC=1C=NC(=NC1)N1C[C@@H](N(CC1)C(=O)OC(C)(C)C)C)COS(=O)(=O)C